C(C)(C)(C)OC(=O)N1N=C(C=C1N)C1=CC=NC=C1 5-amino-3-(pyridin-4-yl)-1H-pyrazole-1-carboxylic acid tert-butyl ester